2-chloro-N-(4,5,6,7-tetrahydro-1-benzofuran-4-yl)pyrido[3,2-d]pyrimidin-4-amine ClC=1N=C(C2=C(N1)C=CC=N2)NC2CCCC1=C2C=CO1